N-(3-bromophenyl)-5-methyl-1H-benzo[d]imidazole-2-carboxamide BrC=1C=C(C=CC1)NC(=O)C1=NC2=C(N1)C=CC(=C2)C